NC1(COC1)C1=CC=C(C=N1)C=1C2=C(N=C(N1)N1[C@H]([C@@H](C1)O)C)C(CC2)(F)F (2S,3R)-1-(4-(6-(3-aminooxetan-3-yl)pyridin-3-yl)-7,7-difluoro-6,7-dihydro-5H-cyclopenta[d]pyrimidin-2-yl)-2-methylazetidin-3-ol